ClC1=CC=C(C=C1)NC(=O)[C@H](O)[C@@H](O)[C@H](O)[C@H](O)CO N-(4-chlorophenyl)-D-gluconamide